tantalum selenium iodide [Se](I)I.[Ta]